7-(4-(Dipropylamino) butyl)-7-hydroxytridecane-1,13-diylbis(7-ethylundecanoate) C(CC)N(CCCCC(CCCCCCC(C(=O)[O-])CCCCC(CCCC)CC)(CCCCCCC(C(=O)[O-])CCCCC(CCCC)CC)O)CCC